ClC=1C=C(C=CC1)C=1C=C2C=CN(C2=C(C1)C(=O)NCC1=CC=C(C(=O)O)C=C1)CC1=CC=C(C=C1)C(F)(F)F 4-((5-(3-Chlorophenyl)-1-(4-(trifluoromethyl)benzyl)-1H-indol-7-amido)methyl)benzoic acid